propannitril C(CC)#N